(E)-2-(3-methyl-4-(p-tolyl)but-3-en-1-yl)-1,3-dioxacyclopentane C/C(/CCC1OCCO1)=C\C1=CC=C(C=C1)C